(S)-2-((4-(5-((4-chloro-2-fluorophenoxy)methyl)furan-2-carbonyl)piperazin-1-yl)methyl)-1-(oxetan-2-ylmethyl)-1H-benzo[d]imidazole-6-carboxylic acid ClC1=CC(=C(OCC2=CC=C(O2)C(=O)N2CCN(CC2)CC2=NC3=C(N2C[C@H]2OCC2)C=C(C=C3)C(=O)O)C=C1)F